FC1(CCC(CC1)NC1=NC(=CC(=C1)OC1COC1)N1N=C(C(=C1)C)CF)F N-(4,4-difluorocyclohexyl)-6-(3-(fluoromethyl)-4-methyl-1H-pyrazol-1-yl)-4-(oxetan-3-yloxy)pyridin-2-amine